diethyl-(1H-benzo[d]imidazol-2-yl) phosphoramidate P(OC1=NC2=C(N1CC)C=CC=C2CC)([O-])(=O)N